1,7-dichloroisoquinolin-4-amine ClC1=NC=C(C2=CC=C(C=C12)Cl)N